C1CC12C[C@H](NCC2)C(=O)NC(C(C(=O)NC2CC2)O)C[C@H]2C(NCC2)=O 3-[(5S)-6-azaspiro[2.5]octan-5-ylformamido]-N-cyclopropyl-2-hydroxy-4-[(3S)-2-oxopyrrolidin-3-yl]butanamide